4'-((3-butyl-1-(2-chlorophenyl)-5-oxo-1,5-dihydro-4H-1,2,4-triazol-4-yl)methyl)-N-(4,5-dimethylisoxazol-3-yl)-2'-fluoro-[1,1'-biphenyl]-2-sulfonamide C(CCC)C1=NN(C(N1CC1=CC(=C(C=C1)C=1C(=CC=CC1)S(=O)(=O)NC1=NOC(=C1C)C)F)=O)C1=C(C=CC=C1)Cl